trinitronitronitrosylruthenium (III) [N+](=O)([O-])[Ru-](N=O)([N+](=O)[O-])([N+](=O)[O-])[N+](=O)[O-]